ClC1=CC(=C(COC2=CC=CC(=N2)C2CCN(CC2)CC=2N(C(=CN2)/C=C/C(=O)OC)C[C@H]2OCC2)C=C1)F methyl (S,E)-3-(2-((4-(6-((4-chloro-2-fluorobenzyl)oxy)pyridin-2-yl)piperidin-1-yl)methyl)-1-(oxetan-2-ylmethyl)-1H-imidazol-5-yl)acrylate